(E)-3-(7-(1,1-dioxidothiomorpholino)-8-oxo-6,7,8,9-tetrahydro-5H-pyrido[2,3-b]azepin-3-yl)-N-methyl-N-((3-methylbenzofuran-2-yl)methyl)acrylamide O=S1(CCN(CC1)C1CCC2=C(NC1=O)N=CC(=C2)/C=C/C(=O)N(CC=2OC1=C(C2C)C=CC=C1)C)=O